C2,3-dichloropyrazine ClC1=NC=CN=C1Cl